N-Hexylpiperidinium methansulfonat CS(=O)(=O)[O-].C(CCCCC)[NH+]1CCCCC1